(S)-N-((3R,5s)-1,1-difluorospiro[2.3]hexan-5-yl)-N-(4-methylbenzyl)-1-((S)-4-methylphenylsulfonimidoyl)pyrrolidine-2-carboxamide FC1(CC12CC(C2)N(C(=O)[C@H]2N(CCC2)[S@@](=O)(=N)C2=CC=C(C=C2)C)CC2=CC=C(C=C2)C)F